[Ni]=S.[Na] Sodium nickel sulfide